N-(2-ethylamino-ethyl)-piperazine C(C)NCCN1CCNCC1